N2-(oxetan-3-yl)-6-(pyridin-2-yl)-N4-(2-(trifluoromethyl)pyridin-4-yl)-1,3,5-triazine-2,4-diamine O1CC(C1)NC1=NC(=NC(=N1)NC1=CC(=NC=C1)C(F)(F)F)C1=NC=CC=C1